4-(4,4-dimethyl-5-oxo-3-(4-(piperidin-4-yl)phenyl)-2-thioxoimidazolidin-1-yl)-2-(trifluoromethyl)benzonitrile CC1(N(C(N(C1=O)C1=CC(=C(C#N)C=C1)C(F)(F)F)=S)C1=CC=C(C=C1)C1CCNCC1)C